2-(3-ethylpentanoylamino)-4-[(4-methoxyphenyl)methyl-[4-(5,6,7,8-tetrahydro-1,8-naphthyridin-2-yl)butyl]amino]butanoic acid C(C)C(CC(=O)NC(C(=O)O)CCN(CCCCC1=NC=2NCCCC2C=C1)CC1=CC=C(C=C1)OC)CC